NCCC=1C=NC(=NC1)C1=C(C=C(C#N)C=C1)OC=1C(=NN(C1)C1CCCCC1)C 4-[5-(2-aminoethyl)pyrimidin-2-yl]-3-(1-cyclohexyl-3-methylpyrazol-4-yl)oxybenzonitrile